NC=1SC(=NN1)C1=C(C=C(C=C1)Cl)Cl 2-amino-5-(2,4-dichlorophenyl)-1,3,4-thiadiazole